FC(C(=O)N1CCN(CC1)S(=O)(=O)C=1C=C(C=CC1)S(=O)(=O)N)(F)F 3-((4-(2,2,2-trifluoroacetyl)piperazin-1-yl)sulfonyl)benzenesulfonamide